N-(3-(3-aminooxetan-3-yl)benzyl)-4-(2',3',4',5'-tetrahydro-[1,1'-biphenyl]-4-yl)-1H-indazol-3-amine NC1(COC1)C=1C=C(CNC2=NNC3=CC=CC(=C23)C2=CC=C(C=C2)C=2CCCCC2)C=CC1